FC1=NC(=CC=C1NC1CN(C1)CCCF)[C@H]1N([C@@H](CC2=C3C(=CC=C12)NN=C3)C)CC(F)(F)F 2-fluoro-N-(1-(3-fluoropropyl)azetidin-3-yl)-6-((6S,8R)-8-methyl-7-(2,2,2-trifluoroethyl)-6,7,8,9-tetrahydro-3H-pyrazolo[4,3-f]isoquinolin-6-yl)pyridin-3-amine